4-(difluoromethoxy)-3-fluoro-6-(2-fluoropyridin-4-yl)-2-isopropyl-aniline FC(OC1=C(C(=C(N)C(=C1)C1=CC(=NC=C1)F)C(C)C)F)F